C(C)OC(/C(=C(/C(=O)[Si](C)(C)C(C)(C)C)\CNC(=O)OC(C)(C)C)/F)=O (Z)-3-[(tert-butoxycarbonylamino)methyl]-[tert-butyl-(dimethyl)silyl]oxo-2-fluoro-but-2-enoic acid ethyl ester